C1(C(C=C(C(=C1)C(=O)Cl)C(=O)Cl)C(=O)Cl)(C1=CC=CC=C1)C(=O)Cl 1,2,4,5-biphenyltetracarbonyl chloride